C(C1=CC=CC=C1)C1(C[C@@H]2[C@@H](CN(C2)C(=O)NC2=CC=C(C=C2)OC)C1)O (3aR,5r,6aS)-5-benzyl-5-hydroxy-N-(4-methoxyphenyl)hexahydrocyclopenta[c]pyrrole-2(1H)-carboxamide